N-(4-fluoro-3-methylphenyl)-5-(2-((4-(hydroxymethyl)thiazol-2-yl)amino)-2-oxoacetyl)-1,2,4-trimethyl-1H-pyrrole-3-carboxamide FC1=C(C=C(C=C1)NC(=O)C1=C(N(C(=C1C)C(C(=O)NC=1SC=C(N1)CO)=O)C)C)C